NC1=C(C(=NN1C1=C(C=C(C=C1Cl)C(F)(F)F)Cl)C#N)S(=O)C(F)(F)F 5-amino-1-[2,6-dichloro-4-(trifluoromethyl)phenyl]-4-(trifluoromethylsulfinyl)pyrazole-3-carbonitrile